COC1=CC=C(C2=C1C=C(S2)C(=O)N(CC2=CC(=NC=C2)C)CCC(=O)NC)C2=CN(C(C=C2)=O)C 4-methoxy-N-[3-(methylamino)-3-oxopropyl]-7-(1-methyl-6-oxo-3-pyridinyl)-N-[(2-methyl-4-pyridinyl)methyl]benzothiophene-2-carboxamide